ClC=1C=C(C=CC1Cl)NC(=O)NCC1=CC=C(C=C1)S(=O)(=O)N1CCCCC1 1-(3,4-dichlorophenyl)-3-(4-(piperidin-1-ylsulfonyl)benzyl)urea